5-iodo-N-(3-methoxy-1-(2-methoxyethyl)-1H-pyrazol-4-yl)pyrimidin-2-amine IC=1C=NC(=NC1)NC=1C(=NN(C1)CCOC)OC